N-(7-chloro-6-fluoro-1-(2-isopropyl-4-methylpyridin-3-yl)-2-oxo-1,2-dihydropyrido[2,3-d]pyrimidin-4-yl)-2,3,4,5-tetrafluoro-6-methoxybenzenesulfonamide ClC=1C(=CC2=C(N(C(N=C2NS(=O)(=O)C2=C(C(=C(C(=C2OC)F)F)F)F)=O)C=2C(=NC=CC2C)C(C)C)N1)F